C(C=C)(=O)OCC1OC(OC1)(CC(C)C)C acryloyloxymethyl-2-methyl-2-isobutyl-1,3-dioxolane